tert-butyl ((1-(3-(4-(hydroxymethyl)-3,4-dihydroquinolin-1(2H)-yl)-1-(4-methoxybenzyl)-1H-pyrazolo[3,4-b]pyrazin-6-yl)-4-methylpiperidin-4-yl)methyl)carbamate OCC1CCN(C2=CC=CC=C12)C1=NN(C2=NC(=CN=C21)N2CCC(CC2)(C)CNC(OC(C)(C)C)=O)CC2=CC=C(C=C2)OC